6-(2,2-difluoroethyl)-5-methoxy-1,2,4-triazin-3-amine FC(CC1=C(N=C(N=N1)N)OC)F